OC[C@H]1OC=2C(=C3CN(C(C3=CC2)=O)[C@@H]2C(NC(CC2)=O)=O)OC1 (S)-3-((R)-3-(hydroxymethyl)-7-oxo-2,3,7,9-tetrahydro-8H-[1,4]dioxino[2,3-e]isoindol-8-yl)piperidine-2,6-dione